bis[4-(N,N-di-tolylamino)phenyl]cyclohexane C1(=C(C=CC=C1)N(C1=C(C=CC=C1)C)C1=CC=C(C=C1)C1(CCCCC1)C1=CC=C(C=C1)N(C1=C(C=CC=C1)C)C1=C(C=CC=C1)C)C